ClC=1C=C(C=C(C1O)Cl)C=1OC(C2=C(N1)SC=N2)=O 5-(3,5-dichloro-4-hydroxyphenyl)-7H-[1,3]thiazolo[5,4-d][1,3]oxazin-7-one